C(#N)C1=CC=C(C=C1)C1=CC(=CC=C1)C1=NN(C(=C1CC1=CC(=C(C=C1)S(N)(=O)=O)F)CC1CC1)C=1SC=C(N1)C(=O)O 2-(3-(4'-cyano-[1,1'-biphenyl]-3-yl)-5-(cyclopropylmethyl)-4-(3-fluoro-4-sulfamoylbenzyl)-1H-pyrazol-1-yl)thiazole-4-carboxylic acid